CN1C(N(C2=C1C=CC(=C2)N2C(=NC1=C2C=CC=C1)C1=CC(=NC2=CC=CC=C12)C1=CN=CN1C)C)=O 1',3'-Dimethyl-2-(2-(1-methyl-1H-imidazol-5-yl)quinolin-4-yl)-1',3'-dihydro-2'h-[1,5'-bi-benzo[d]imidazol]-2'-one